C1(=CC=CC=C1)CC(CC1=CC=CC=C1)NC1=CC=CC=C1 (S)-N-(1-phenyl-3-phenyl-2-propyl)aniline